BrC1=C2C(=NC(=C1)Cl)N(CC2)C(=O)OC(C)(C)C tert-butyl 4-bromo-6-chloro-2,3-dihydro-1H-pyrrolo[2,3-b]pyridine-1-carboxylate